COCCOC1(CCCCC1)N (2-Methoxyethoxy)cyclohexan-1-amine